3-cyanonitrobenzene C1=CC(=CC(=C1)[N+](=O)[O-])C#N